NC=1C=C(OCCS(=O)(=O)O)C=CC1 2-(3-amino-phenoxy)ethane-1-sulfonic acid